C1(CC1)CCC=O 3-cyclopropylpropan-1-one